4-(1-(1-(5,7-difluoroquinolin-6-yl)ethyl)-1H-imidazo[4,5-b]pyrazin-6-yl)-2-fluoro-benzamide FC1=C2C=CC=NC2=CC(=C1C(C)N1C=NC=2C1=NC(=CN2)C2=CC(=C(C(=O)N)C=C2)F)F